5-{2-amino-[1,2,4]triazolo[1,5-a]pyridin-7-yl}-N-[(3R)-3-(4-chlorophenyl)-3-hydroxypropyl]-2-methyl-pyridine-3-carboxamide NC1=NN2C(C=C(C=C2)C=2C=C(C(=NC2)C)C(=O)NCC[C@@H](O)C2=CC=C(C=C2)Cl)=N1